2-chloro-6-nitro-1,1'-biphenyl ClC1=C(C(=CC=C1)[N+](=O)[O-])C1=CC=CC=C1